4-[(14S)-8-tert-Butyl-12,12-dimethyl-2,2,4-trioxo-2λ6-thia-3,9,11,18,23-pentaazatetracyclo[17.3.1.111,14.05,10]tetracosa-1(23),5(10),6,8,19,21-hexaen-17-yl]butanoic acid C(C)(C)(C)C=1C=CC=2C(NS(C=3C=CC=C(NC(CC[C@H]4CC(N(C2N1)C4)(C)C)CCCC(=O)O)N3)(=O)=O)=O